CC1=NC(=CC=C1C=1C(=CC2=C(OCCO2)C1)O)C 7-(2,6-dimethylpyridin-3-yl)-2,3-dihydrobenzo[b][1,4]dioxin-6-ol